CC(C)C1=C(N)C(=CC=C1)C(C)C 2,6-di(propan-2-yl)aniline